(S)-1-(2-chloro-6-fluorobenzyl)-N-(2,6-difluoro-4-hydroxybenzyl)-3,4-dimethyl-2-oxo-1,2,3,4-tetrahydro-quinazoline-7-carboxamide ClC1=C(CN2C(N([C@H](C3=CC=C(C=C23)C(=O)NCC2=C(C=C(C=C2F)O)F)C)C)=O)C(=CC=C1)F